C1(=CC=CC=C1)C(C(=O)OC(CC(OC(C1=CC=CC=C1)=O)C(C)C)C(C)C)=O 1,3-diisopropyl-1,3-propanediol benzoate phenylglyoxylate